C(C)(C)(C)N1CC(C1)C(C)O tert-Butyl-3-(1-hydroxyethyl)azetidin